N-phenylamine C1(=CC=CC=C1)N